tert-butyl N-[2-[cyclopropyl-[1-(4-ethynyl-3-fluoro-2-thienyl)ethyl]amino] ethyl]carbamate C1(CC1)N(CCNC(OC(C)(C)C)=O)C(C)C=1SC=C(C1F)C#C